C1(=C(C=CC=C1)/C=C/C(=O)OC1=CC=CC2=CC=CC(=C12)OC(C=CC1=C(C=CC=C1)C)=O)C naphthalene-1,8-diyl (2E,2'E)-bis(3-(o-tolyl)acrylate)